C(C)(C)(C)C(N=C(C1=CC=CC=C1)C1=CC=CC=C1)C(=O)O t-butyl-diphenylmethyleneglycine